C[C@@H]1CN(C[C@@H](O1)C)C(=O)C=1C2=C(N(N1)CC(=O)N1CCC(CC1)C1=CC(=C(C=C1)C)F)CCC2 2-{3-[(2R,6S)-2,6-Dimethylmorpholin-4-carbonyl]-5,6-dihydrocyclopenta[c]pyrazol-1(4H)-yl}-1-[4-(3-fluoro-4-methylphenyl)piperidin-1-yl]ethan-1-on